COC1=CC(=C(N)C=C1)C(=C)C1=CC=CC=C1 4-methoxy-2-(1-phenylethenyl)aniline